2-(4-chlorophenoxy)-N-(1-((1R,2R)-2-(4-chlorophenoxy)cyclopropane-1-carbonyl)piperidin-4-yl)acetamide ClC1=CC=C(OCC(=O)NC2CCN(CC2)C(=O)[C@H]2[C@@H](C2)OC2=CC=C(C=C2)Cl)C=C1